Piperidin-1-ylaniline N1(CCCCC1)NC1=CC=CC=C1